C(C)(C)(C)C1=CC=C(C=C1)C1=CC(=NO1)C1=CC=C(C=C1)CC(=O)N (4-(5-(4-(tert-butyl)phenyl)isoxazol-3-yl)phenyl)acetamide